N1(CCNCC1)C(=O)C=1C=C2C=CC(=CC2=CC1)CCNC1=CC=NC2=CC=CC=C12 4-((2-(6-(piperazine-1-carbonyl)naphth-2-yl)ethyl)amino)quinoline